FC(C(=O)O)(C)C=1C=C(C=CC1)C 2-fluoro-2-(m-tolyl)propanoic acid